C1N(CC12CCOCC2)C2=CC(=NC=N2)N2NC(C(=C2)N2N=NC=C2)[O-].[Na+] sodium 1-(6-(7-oxa-2-azaspiro[3.5]non-2-yl) pyrimidin-4-yl)-4-(1H-1,2,3-triazol-1-yl)-1,2-dihydro-3H-pyrazol-3-olate